3-((3-((1-(4-chlorophenyl)-2-oxo-2-(6-(trifluoromethoxy)-indolin-1-yl)ethyl)amino)-5-methoxybenzyl)oxy)propanoic acid ClC1=CC=C(C=C1)C(C(N1CCC2=CC=C(C=C12)OC(F)(F)F)=O)NC=1C=C(COCCC(=O)O)C=C(C1)OC